C1(=CC=C(C=C1)C(=O)C([C@@](C(=O)O)(O)C(=O)C1=CC=C(C=C1)C)(O)C(=O)O)C R-di-p-toluoyl-tartaric acid